FC(CO)(F)C=1C(=C(C=CC1)[C@@H](C)NC1=NC(=NC=2N=NC(=CC21)C2=CCN(CC2)C(C)=O)C)F (R)-1-(4-(5-((1-(3-(1,1-difluoro-2-hydroxyethyl)-2-fluorophenyl)ethyl)amino)-7-methylpyrimidino[4,5-c]pyridazin-3-yl)-5,6-dihydropyridin-1(2H)-yl)ethanone